C(C)(C)C1=C(NC2=CC=C(C=C12)C1CCC(CC1)OC)C=1C=C(C=2N(C1)N=CN2)C 6-(3-isopropyl-5-(4-methoxycyclohexyl)-1H-indol-2-yl)-8-methyl-[1,2,4]triazolo[1,5-a]pyridine